N1(C(=O)C(=O)C2=CC=CC=C12)C(=O)O.COC monomethylether isatinate